N-(6-amino-5-ethylpyridin-3-yl)-2-(5-methyl-2-(3-oxoisoindolin-5-yl)piperidin-1-yl)-2-oxoacetamide NC1=C(C=C(C=N1)NC(C(=O)N1C(CCC(C1)C)C=1C=C2C(NCC2=CC1)=O)=O)CC